2-(2-((4-(2-(4-chloro-2-fluorophenyl)-2-methylbenzo[d][1,3]dioxol-4-yl)piperidin-1-yl)methyl)-1-(2-methoxyethyl)-1H-imidazol-5-yl)acetonitrile ClC1=CC(=C(C=C1)C1(OC2=C(O1)C=CC=C2C2CCN(CC2)CC=2N(C(=CN2)CC#N)CCOC)C)F